C1(=CC=CC=C1)SC=1C=NC=CC1C(=O)O 3-phenylsulfanylpyridine-4-carboxylic acid